C(=C)C(CCCCCC)(CCCCCCCC)O 7-Vinylpentadecan-7-ol